BrC=1N=C2N(C=CC=C2)C1C#N 2-bromoimidazo[1,2-a]pyridine-3-carbonitrile